1-(4-(2,4-difluorophenoxy)-3-(7-methoxy-1-methyl-1H-pyrrolo[2,3-c]pyridin-3-yl)phenyl)piperidine-2,6-dione FC1=C(OC2=C(C=C(C=C2)N2C(CCCC2=O)=O)C2=CN(C3=C(N=CC=C32)OC)C)C=CC(=C1)F